4-oxo-7,8-dihydro-6H-pyrrolo[1,2-a]Pyrimidine-6-carboxamide O=C1C=CN=C2N1C(CC2)C(=O)N